4-(3-((4-(3-((3-carboxypropanoyl)oxy)propoxy)benzoyl)oxy)propoxy)-4-oxo-butanoic acid C(=O)(O)CCC(=O)OCCCOC1=CC=C(C(=O)OCCCOC(CCC(=O)O)=O)C=C1